COC(C1CN(C1)C=1C=C2CN(C(C2=CC1)=O)[C@H]1C(NC(CC1)=O)=O)OC (3R)-3-[5-[3-(dimethoxymethyl)azetidin-1-yl]-1-oxo-isoindolin-2-yl]piperidine-2,6-dione